2-[2-hydroxy-3,5-di(α,α-dimethylbenzyl)phenyl]benzotriazole OC1=C(C=C(C=C1C(C1=CC=CC=C1)(C)C)C(C1=CC=CC=C1)(C)C)N1N=C2C(=N1)C=CC=C2